6'-fluoro-N-(4-fluoro-3-(methylsulfonamido)benzyl)-4'-hydroxy-3',4'-dihydro-1'H-spiro[piperidine-4,2'-quinoline]-1-carboxamide FC=1C=C2C(CC3(NC2=CC1)CCN(CC3)C(=O)NCC3=CC(=C(C=C3)F)NS(=O)(=O)C)O